ClC=1C=C2C=NN(C2=CC1N1CCN(CC1)C1(COC1)C)C=1C=NN(C1)C 5-chloro-6-[4-(3-methyloxetan-3-yl)piperazin-1-yl]-1-(1-methyl-1H-pyrazol-4-yl)-1H-indazole